ClC1=NC2=NC(=C(N=C2C(=N1)Cl)C([2H])([2H])[2H])C([2H])([2H])[2H] 2,4-dichloro-6,7-bis(trideuteriomethyl)pteridine